FC1(C(CNCC1C)CCO)F 2-(4,4-Difluoro-5-methylpiperidin-3-yl)ethanol